CN1C(=C(C2=CC=CC=C12)\N=N\C1=CC=C(C=C1)C)C(=O)C1=CC=C(C=C1)C (E)-(1-methyl-3-(p-tolyldiazenyl)-1H-indol-2-yl)(p-tolyl)methanone